6H-pyrrolo[3,4-d]pyridazin C1=NN=CC=2C1=CNC2